COC1=NC=C(C2=C1N=C(S2)NC(=O)N2CC1(CCOC1)CC2)C2=CC=CC=C2 2-Oxa-7-aza-spiro[4.4]nonane-7-carboxylic acid (4-methoxy-7-phenyl-thiazolo[4,5-c]pyridin-2-yl)-amide